isopropyl 4-[2-[3-(4-amino-1-tert-butyl-pyrazolo[3,4-d]pyrimidin-3-yl)-5-cyclopentyl-isoxazol-4-yl]pyrimidin-5-yl]piperidine-1-carboxylate NC1=C2C(=NC=N1)N(N=C2C2=NOC(=C2C2=NC=C(C=N2)C2CCN(CC2)C(=O)OC(C)C)C2CCCC2)C(C)(C)C